methyl-3-((tetrahydro-2H-pyran-2-yl)oxy)butane-1-sulfonamide CC(CC(C)OC1OCCCC1)S(=O)(=O)N